3-[(phenylsulfonyl)methylene]oxetane C1(=CC=CC=C1)S(=O)(=O)C=C1COC1